4-(((trans)-4-(4-(1,3,4-thiadiazol-2-yl)phenyl)cyclohexyl)oxy)-1H-1,2,3-triazole-5-carboxylic acid 2,2,2-trifluoroacetate FC(C(=O)O)(F)F.S1C(=NN=C1)C1=CC=C(C=C1)[C@@H]1CC[C@H](CC1)OC=1N=NNC1C(=O)O